6-(2,6-difluoro-4-(7-methoxy-2-methyl-2H-indazol-5-yl)benzyl)-6,7-dihydro-5H-pyrrolo[3,4-b]pyridin-5-one-7,7-d2 FC1=C(CN2C(C3=NC=CC=C3C2=O)([2H])[2H])C(=CC(=C1)C1=CC2=CN(N=C2C(=C1)OC)C)F